NC1=C(N=CC(=N1)N1CC2C(C2CC1)(C=1SC=C(N1)C)CNC(OCC1=CC=CC=C1)=O)SC=1C(=NC=CC1)C(F)(F)F Benzyl ((3-(6-amino-5-((2-(trifluoromethyl)pyridin-3-yl)thio)pyrazin-2-yl)-7-(4-methylthiazol-2-yl)-3-azabicyclo[4.1.0]heptan-7-yl)methyl)carbamate